methyl 5-chloro-2-cyclopropyl-pyrazole-3-carboxylate ClC=1C=C(N(N1)C1CC1)C(=O)OC